dimethylaminopropyl-acrylamide sulfuric acid salt S(O)(O)(=O)=O.CN(C)CCCC(C(=O)N)=C